3-methylimidazole tetrafluoroborate salt F[B-](F)(F)F.CN1C=NC=C1